IC=1C=NN(C1)C1=C(C=CC=C1)OC 4-iodo-1-(2-methoxyphenyl)-1H-pyrazole